CCCCC/C=C\C/C=C\CCCCCCCC(=O)O[C@H](COC(=O)CCCCC/C=C\C/C=C\C/C=C\C/C=C\CCCCC)COP(=O)(O)OC[C@H](CO)O 1-(7Z,10Z,13Z,16Z-docosatetraenoyl)-2-(9Z,12Z-octadecadienoyl)-glycero-3-phospho-(1'-sn-glycerol)